The molecule is an amino disaccharide that is alpha-D-glucopyranose in which the hydroxy group at position 3 has been converted into the corresponding 2-acetamido-2-deoxy-beta-D-glucopyranosyl derivative. It is an amino disaccharide and a member of acetamides. It derives from a N-acetyl-beta-D-glucosamine and an alpha-D-glucose. CC(=O)N[C@@H]1[C@H]([C@@H]([C@H](O[C@H]1O[C@H]2[C@@H]([C@H](O[C@@H]([C@@H]2O)O)CO)O)CO)O)O